BrC=1C(=CC(=C(C1)S(=O)(=O)N[C@@H](C(=O)NC1=CC=CC=C1)C1CCC1)F)Cl (R)-2-((5-bromo-4-chloro-2-fluorophenyl)sulfonamido)-2-cyclobutyl-N-phenylacetamide